4-(3,5-dihydroxy-4-((1R,5R)-3-methyl-5-(prop-1-en-2-yl)cyclopent-2-en-1-yl)phenyl)butanoic acid OC=1C=C(C=C(C1[C@@H]1C=C(C[C@H]1C(=C)C)C)O)CCCC(=O)O